(Z)-2-(5-Chloro-2-methyl-1-(3-phenoxybenzylidene)-1H-inden-3-yl)acetic acid ClC=1C=C2C(=C(/C(/C2=CC1)=C/C1=CC(=CC=C1)OC1=CC=CC=C1)C)CC(=O)O